tetracosyl 8,8'-((3-((4-hydroxybutyl)(8-carbonyl-8-(tetradecyloxy)octyl)amino)propyl)azanediyl)dioctanoate OCCCCN(CCCN(CCCCCCCC(=O)[O-])CCCCCCCC(=O)OCCCCCCCCCCCCCCCCCCCCCCCC)CCCCCCCC(OCCCCCCCCCCCCCC)=C=O